ClC=1C=C(C=CC1N1C(N(C=C1)C)=O)C1=C(C(=CC(=C1)F)C1=CC(=NC(=C1)N1CCNCC1)NC(C)=O)O N-(4-(3'-chloro-5-fluoro-2-hydroxy-4'-(3-methyl-2-oxo-2,3-dihydro-1H-imidazol-1-yl)-[1,1'-biphenyl]-3-yl)-6-(piperazin-1-yl)pyridin-2-yl)acetamide